4-[2-[[(3R,5S)-1-Ethyl-5-hydroxy-3-piperidyl]amino]-7-methoxy-oxazolo[4,5-b]pyridin-5-yl]-3-hydroxy-5-methyl-benzonitrile C(C)N1C[C@@H](C[C@@H](C1)O)NC=1OC=2C(=NC(=CC2OC)C2=C(C=C(C#N)C=C2C)O)N1